C1(CC1)S(=O)(=O)C1=CC(=C(C(=O)NC2=NC(=NC(=C2)C)N2CCC(CC2)(F)F)C=C1)N1CCC2(CC2)CC1 4-(Cyclopropylsulfonyl)-N-(2-(4,4-difluoropiperidin-1-yl)-6-methylpyrimidin-4-yl)-2-(6-azaspiro[2.5]octan-6-yl)benzamide